Xylose-13C5 O=[13CH][13C@H](O)[13C@@H](O)[13C@H](O)[13CH2]O